NC1=C(N=C2N1C=CC=C2C2=C(C=CC=1C=COC12)OC)C(=O)NCCC 3-Amino-8-(6-methoxybenzofuran-7-yl)-N-propylimidazo[1,2-a]pyridine-2-carboxamide